1-(cyclopropylmethyl)-3-methoxy-1H-pyrazole-4-carboxylic acid C1(CC1)CN1N=C(C(=C1)C(=O)O)OC